2-(2,6-dimethylpyridin-4-yl)-3-isopropyl-5-(2-(piperazin-1-yl)pyridin-4-yl)-1H-indole CC1=NC(=CC(=C1)C=1NC2=CC=C(C=C2C1C(C)C)C1=CC(=NC=C1)N1CCNCC1)C